BrC1=C(C=C2C=NC(N(C2=C1F)CC1(CCCC1)N(C)C)S(=O)(=O)C)Cl 7-Bromo-6-chloro-N-((1-(dimethylamino)cyclopentyl)methyl)-8-fluoro-2-(methylsulfonyl)quinazoline